1-bromo-4-(bromomethyl)-2,5-difluoro-benzene BrC1=C(C=C(C(=C1)F)CBr)F